C(C)(C)(C)OC(N(CC1=CC=CC=C1)N1CCC(CC1)O)=O (4-hydroxy-piperidin-1-yl)benzyl-carbamic acid tert-butyl ester